methyl (E)-2-[2-(3,5-dimethylbenzoyl)pyrrol-1-yl]-3-methoxy-acrylate CC=1C=C(C(=O)C=2N(C=CC2)\C(\C(=O)OC)=C\OC)C=C(C1)C